C(C1=CC=CC=C1)OC(=O)N[C@@H]1CN(CC(CC1)=O)C(=O)OCC1=CC=CC=C1 benzyl (S)-3-(((benzyloxy)carbonyl)amino)-6-oxoazepane-1-carboxylate